(2S)-2-(1,3-dioxo-1,3-dihydro-2H-isoindol-2-yl)propionic acid O=C1N(C(C2=CC=CC=C12)=O)[C@H](C(=O)O)C